O=C1NC(CCC1N1C(C2=CC=C(C=C2C1=O)NS(=O)(=O)C1=C(C=CC=C1)OCC)=O)=O N-(2-(2,6-dioxopiperidin-3-yl)-1,3-dioxoisoindolin-5-yl)-2-ethoxybenzenesulfonamide